7-azido-1-((4-fluorophenyl)sulfonyl)heptan-2-ol N(=[N+]=[N-])CCCCCC(CS(=O)(=O)C1=CC=C(C=C1)F)O